FC(OC1=NC=CC=C1C=1N=C(N2C1C(NCC2)C)C)F (2-(difluoromethoxy)pyridin-3-yl)-3,8-dimethyl-5,6,7,8-tetrahydroimidazo[1,5-a]pyrazine